C(C)(C)(C)OC(=O)N1[C@@H](COCC1)C=1C=C(C=C2CCNCC12)Cl (R)-3-(6-chloro-1,2,3,4-Tetrahydroisoquinolin-8-yl)morpholine-4-carboxylic acid tert-butyl ester